N-(2,4-Difluorobenzyl)-9-hydroxy-2-(6-hydroxyhexyl)-1,8-dioxo-1,3,4,8-tetrahydro-2H-pyrido[1,2-a]pyrazine-7-carboxamide FC1=C(CNC(=O)C=2C(C(=C3N(CCN(C3=O)CCCCCCO)C2)O)=O)C=CC(=C1)F